diethyl 2-(2-oxo-2-((4R)-4-(2,3,6-trifluorophenyl)pyrrolidin-2-yl)ethyl)malonate hydrochloride Cl.O=C(CC(C(=O)OCC)C(=O)OCC)C1NC[C@H](C1)C1=C(C(=CC=C1F)F)F